5-bromo-N2-[3-chloro-4-(4-methylpiperazin-1-yl)phenyl]-N4-(2-isopropylsulfonylphenyl)pyrimidine-2,4-diamine BrC=1C(=NC(=NC1)NC1=CC(=C(C=C1)N1CCN(CC1)C)Cl)NC1=C(C=CC=C1)S(=O)(=O)C(C)C